C(C=C)(=O)N1C[C@@H](N(C[C@H]1C)C1=NC(N2C3=C(C(=C(C=C13)Cl)C1=C(C=C(C=C1)F)F)OC[C@H]2CN2CCN(CC2)C)=O)C (3R)-7-((2S,5R)-4-acryloyl-2,5-dimethylpiperazin-1-yl)-9-chloro-10-(2,4-difluorophenyl)-3-((4-methylpiperazin-1-yl)methyl)-2,3-dihydro-5H-[1,4]oxazino[2,3,4-ij]quinazolin-5-one